CC1=C(C=2N(C=C1C1=C(C3=C(N1)SC(=C3C)C3COC1(C3)CCN(CC1)CC(=O)N)C(C)C)N=CN2)C 2-(3-(5-(7,8-dimethyl-[1,2,4]triazolo[1,5-a]pyridin-6-yl)-4-isopropyl-3-methyl-6H-thieno[2,3-b]pyrrol-2-yl)-1-oxa-8-azaspiro[4.5]decan-8-yl)acetamide